CC1(OB(OC1(C)C)[C@@H]1[C@H](C1)C1=CC=CC=C1)C |r| racemic-4,4,5,5-tetramethyl-2-((1S,2S)-2-phenylcyclopropyl)-1,3,2-dioxaborolane